4-(8-Amino-3-((1'S,6'R,8a'S)-1'-hydroxy-3'-oxohexahydro-1'H-spiro[cyclopropan-1,2'-indolizin]-6'-yl)imidazo[1,5-a]pyrazin-1-yl)-N-(4-cyclopropylpyridin-2-yl)benzamid NC=1C=2N(C=CN1)C(=NC2C2=CC=C(C(=O)NC1=NC=CC(=C1)C1CC1)C=C2)[C@H]2CN1C(C3([C@@H]([C@@H]1CC2)O)CC3)=O